dicaffeylquinic acid CN1C2=C(N=C1C3([C@H](C([C@@H](CC3(C(=O)O)O)O)O)O)C4=NC5=C(N4C)C(=O)N(C(=O)N5C)C)N(C(=O)N(C2=O)C)C